O[C@H]1[C@@H](CCCC1)N1C[C@H](NCC2=C1N=NC(=C2C)C2=C(C=C(C=C2)C(F)(F)F)O)C 2-{(7R)-9-[(1R,2R)-2-hydroxycyclohexyl]-4,7-dimethyl-6,7,8,9-tetrahydro-5H-pyridazino[3,4-e][1,4]diazepin-3-yl}-5-(trifluoromethyl)phenol